methyltrisulphide CSSSC